NC1=C(C(=NC=N1)NC1=CC(=C2N(C1=O)C1(CCOCC1)NC2=O)C)C 6-((6-amino-5-methylpyrimidin-4-yl)amino)-8-methyl-2',3',5',6'-tetrahydro-2H-spiro[imidazo[1,5-a]pyridine-3,4'-pyran]-1,5-dione